C(C)(C)N(P(OCC=C)OCC=C)C(C)C diallyl N,N-diisopropylphosphoramidite